COC=1C=C(C=CC1)NC1=NC2=CC=NC=C2C=2C1=C1N(N2)C=CN=C1 N-(3-methoxyphenyl)pyrazino[1',2':1,5]pyrazolo[4,3-c][1,6]naphthyridin-6-amine